ethyl iso-stearate C(CCCCCCCCCCCCCCC(C)C)(=O)OCC